BrC1=NC(=CC2=C1OCCO2)SC 5-bromo-7-(methylsulfanyl)-2H,3H-[1,4]dioxino[2,3-c]pyridine